5-(benzyloxy)-2-(3,4,5-tris(benzyloxy)phenyl)-2H-chromene C(C1=CC=CC=C1)OC1=C2C=CC(OC2=CC=C1)C1=CC(=C(C(=C1)OCC1=CC=CC=C1)OCC1=CC=CC=C1)OCC1=CC=CC=C1